2-acrylamido-2-methyl-1-propansulfonat C(C=C)(=O)NC(CS(=O)(=O)[O-])(C)C